2-fluorophenylpiperidine-1-carboxylate FC1=C(C=CC=C1)OC(=O)N1CCCCC1